Tert-butyl (2-(2-(2-ethyl-2-(6-(((1S,2S)-2-(hydroxymethyl)cyclopropyl)methoxy)-5-(3-methoxyazetidin-1-yl)picolinamido)butanamido)ethoxy)ethyl)carbamate C(C)C(C(=O)NCCOCCNC(OC(C)(C)C)=O)(CC)NC(C1=NC(=C(C=C1)N1CC(C1)OC)OC[C@@H]1[C@H](C1)CO)=O